N-butyl-beta-alanine (rac)-ethyl-13-methyl-1-[3-(naphthalen-1-yloxy)propyl]-4,5,7,8-tetrahydro-10,14-(metheno)[1,4,7]dioxazacyclotetradecino[9,8,7-hi]indole-2-carboxylate C(C)[C@@H]1COCCOC=2C=CC(=C(C=3C=CC=C4C(=C(N1C34)C(=O)O)CCCOC3=CC=CC4=CC=CC=C34)C2)C.C(CCC)NCCC(=O)O |r|